(R)-5-(1-(5-chloro-4-fluoro-2-(methylthio)-8,9-dihydro-10H-7-oxa-1,3,6,10-tetraazacyclohepta[de]naphthalen-10-yl)ethyl)-N-(4-methoxybenzyl)pyrimidin-4-amine ClC1=C(C=2N=C(N=C3C2C(=N1)OCCN3[C@H](C)C=3C(=NC=NC3)NCC3=CC=C(C=C3)OC)SC)F